ClC(SN(C1=CC=C(C=C1)C)S(=O)(=O)N(C)C)(F)Cl dichloro-N-[(dimethylamino)sulfonyl]-fluoro-N-(p-tolyl)methanesulfenamide